2-(bis(3-methoxybenzyl)amino)oxazole-5-carboxylic acid COC=1C=C(CN(C=2OC(=CN2)C(=O)O)CC2=CC(=CC=C2)OC)C=CC1